(R)-6-(1-(5-(2,5-dimethylpyridin-3-yl)-7-(2-(ethyl(methyl)amino)ethyl)-1-oxo-3,4-dihydroisoquinolin-2(1H)-yl)ethyl)-4-ethoxynicotinonitrile CC1=NC=C(C=C1C1=C2CCN(C(C2=CC(=C1)CCN(C)CC)=O)[C@H](C)C1=NC=C(C#N)C(=C1)OCC)C